5-(Difluoromethoxy)-6-(4-nitro-1H-pyrazol-3-yl)-1,2-benzothiazole FC(OC=1C(=CC2=C(C=NS2)C1)C1=NNC=C1[N+](=O)[O-])F